C(C1=CC=CC=C1)C=1OCOC1CC1=CC=CC=C1 4,5-dibenzyl-1,3-dioxole